O[B-]1(CCC=2C=CC(=CC2O1)OC1CN(C1)C([C@@H]1NC[C@@H](C1)C(F)(F)F)=O)O 4,4-dihydroxy-8-({1-[(4R)-4-(trifluoromethyl)-D-prolyl]azetidin-3-yl}oxy)-5-oxa-4-boranuidabicyclo[4.4.0]deca-1(6),7,9-triene